O=C1OC(C2=CC(=CC=C12)C(=O)OC1=C(C=C(C=C1)C1(C2=CC=CC=C2C=2C=CC=CC12)C1=CC(=C(C=C1)OC(=O)C=1C=C2C(OC(C2=CC1)=O)=O)C)C)=O 5'-[9H-fluorene-9-ylidenebis(2-methyl-4,1-phenylene)] bis(1,3-dihydro-1,3-dioxo-5-isobenzofurancarboxylate)